tert-butyl (2-(4-formylphenoxy)ethyl)carbamate C(=O)C1=CC=C(OCCNC(OC(C)(C)C)=O)C=C1